OC(CNCC1CN(C1)C(CC1=C(C=C(C=C1)OCCCC1CCN(CC1)C1=NC=C(C=N1)CCC)F)=O)(CO)CO 1-(3-(((2,3-dihydroxy-2-(hydroxymethyl)propyl)amino)methyl)-azetidin-1-yl)-2-(2-fluoro-4-(3-(1-(5-propylpyrimidin-2-yl)piperidin-4-yl)propoxy)phenyl)ethan-1-one